2,5-dimethyl-2,5-dihydrofuran CC1OC(C=C1)C